N-((1R,3s,5S)-8-(isothiazol-3-ylmethyl)-8-azabicyclo[3.2.1]octan-3-yl)-1H-indole-6-carboxamide S1N=C(C=C1)CN1[C@H]2CC(C[C@@H]1CC2)NC(=O)C2=CC=C1C=CNC1=C2